ClC=1C=C(C=CC1F)[C@@H]1N(C[C@H](N(C1)C(=O)C1(CC1)C(F)(F)F)C)C(=O)OC(C)(C)C tert-Butyl (2S,5R)-2-(3-chloro-4-fluoro-phenyl)-5-methyl-4-[1-(trifluoromethyl)cyclopropanecarbonyl]piperazine-1-carboxylate